6-((1r,4r)-4-(2-fluoro-6-methylphenyl)cyclohexyl)-2-methylpyrido[2,3-d]pyrimidin-7(8H)-one FC1=C(C(=CC=C1)C)C1CCC(CC1)C1=CC2=C(N=C(N=C2)C)NC1=O